FC(C=1C=C(CN2CC3C(C2)CN(C3)C(=O)N3N=C(C=C3)C(=O)N)C=CC1)(F)F 1-(5-(3-(trifluoromethyl)benzyl)octahydro-pyrrolo[3,4-c]-pyrrole-2-carbonyl)-1H-pyrazole-3-carboxamide